C(#N)CCN1C2CC(CC1CC2)NC2=NC(=CC(=N2)C(=O)NC)NC2=NNC(=C2)C 2-(((3-Exo)-8-(2-cyanoethyl)-8-azabicyclo[3.2.1]oct-3-yl)amino)-N-methyl-6-((5-methyl-1H-pyrazol-3-yl)amino)pyrimidine-4-carboxamide